CC1=NN2C(N=CC3=C2C(CCN3C(=O)OC(C)(C)C)C(F)(F)F)=C1 tert-butyl 2-methyl-9-(trifluoromethyl)-8,9-dihydropyrazolo[1,5-a]pyrido[2,3-e]pyrimidine-6(7H)-carboxylate